6-[2-(dimethylamino)ethoxy]pyridin CN(CCOC1=CC=CC=N1)C